NCCC=1C=NC(=NC1)C1=C(C=C(C#N)C=C1)OC1=NC(=NC(=C1)N1[C@@H](CCC1)C)C 4-[5-(2-aminoethyl)pyrimidin-2-yl]-3-[2-methyl-6-[(2R)-2-methylpyrrolidin-1-yl]pyrimidin-4-yl]oxybenzonitrile